CNC(N(CC1=CC=C(C=C1)C1=NOC(=N1)C(F)(F)F)OC)=O 3-methyl-1-methoxy-1-[[4-[5-(trifluoromethyl)-1,2,4-oxadiazol-3-yl]phenyl]methyl]urea